Cl.COC=1C=C2C(=CC(=NC2=CC1)C(F)(F)F)OC1CCNCC1 6-methoxy-4-(piperidin-4-yloxy)-2-(trifluoromethyl)quinoline hydrochloride